ClC1=NC=2N(C(=C1)N(C(OC(C)(C)C)=O)CC=1N=C3N(C=CC=C3)C1)N=CC2C(C)C tert-butyl (5-chloro-3-isopropylpyrazolo[1,5-a]pyrimidin-7-yl)(imidazo[1,2-a]pyridin-2-ylmethyl)carbamate